uracil-benzonitrile N1C(=O)NC(=O)C(=C1)C1=CC=CC=C1C#N